Dibutyl-piperidine C(CCC)C1(CCNCC1)CCCC